perfluorohexadecanesulfonic acid ammonium salt [NH4+].FC(C(C(C(C(C(C(C(C(C(C(C(C(C(C(C(F)(F)F)(F)F)(F)F)(F)F)(F)F)(F)F)(F)F)(F)F)(F)F)(F)F)(F)F)(F)F)(F)F)(F)F)(F)F)(S(=O)(=O)[O-])F